1-(p-tolylsulfonyl)azetidin C1(=CC=C(C=C1)S(=O)(=O)N1CCC1)C